FC1=C(C2=CC=C(C(=C2C=C1)OC=1N=NC=CC1C1=NC(=NC=C1)N[C@@H]1CNC[C@@](C1)(C)F)C)NS(=O)(=O)CC1=CC=CC=C1 N-(2-fluoro-5-((4-(2-(((3S,5S)-5-fluoro-5-methylpiperidin-3-yl)amino)pyrimidin-4-yl)pyridazin-3-yl)oxy)-6-methylnaphthalen-1-yl)-1-phenylmethanesulfonamide